FC=1C=C2C=CNC2=CC1F 5,6-difluoro-1H-indol